2-[6-(5-chloro-2-{[trans-4-methoxycyclohexyl]-amino}pyrimidin-4-yl)-1-oxo-2,3-dihydro-1H-isoindol-2-yl]-N-[(1S,2S)-2-hydroxy-1-phenylpropyl]acetamide ClC=1C(=NC(=NC1)N[C@@H]1CC[C@H](CC1)OC)C1=CC=C2CN(C(C2=C1)=O)CC(=O)N[C@H]([C@H](C)O)C1=CC=CC=C1